CC(CC[SiH3])C=C (3-methyl-4-penten-1-yl)silane